C(C)(C)(C)OC(=O)NC[C@@H](C(=O)OC)NC(OCCNC(OC(C)(C)C)=O)=O methyl (S)-2-(((tert-butoxycarbonyl)amino)methyl)-11,11-dimethyl-4,9-dioxo-5,10-dioxa-3,8-diazadodecanoate